N1=C(C=CC=C1)C1=CC=C(C(=O)O[C@H]2C[C@H](N(C2)C(=O)OC(C)(C)C)C(=O)OC(C)(C)C)C=C1 di-tert-butyl (2S,4S)-4-((4-(pyridin-2-yl)benzoyl)oxy)pyrrolidine-1,2-dicarboxylate